C1(=CC=CC2=CC=CC=C12)C1(CC=C(C=C1)C1=CC=CC=C1)N 4-(1-naphthalenyl)[1,1'-biphenyl]-4-amine